C(#N)C=1C=CC(=C(C1)C1=C(C(=O)O)C=CN=C1)OC 3-(5-cyano-2-methoxyphenyl)isonicotinic acid